4-(5-chloro-3-fluoropyridin-2-yl)oxy-3-methylbenzonitrile ClC=1C=C(C(=NC1)OC1=C(C=C(C#N)C=C1)C)F